Copper(I) Thiosulfate S(=S)(=O)([O-])[O-].[Cu+].[Cu+]